CN(O)C dimethylhydroxyamine